2-{[2-({2-methoxy-4-[1-(1-methylpiperidin-4-yl)pyrazol-4-yl]phenyl}amino)-5-(trifluoromethyl)pyrimidin-4-yl]amino}-N-methylbenzamide COC1=C(C=CC(=C1)C=1C=NN(C1)C1CCN(CC1)C)NC1=NC=C(C(=N1)NC1=C(C(=O)NC)C=CC=C1)C(F)(F)F